C(C)S(=O)(=O)C=1C(=NC=CC1)NC(OC(C)(C)C)=O tert-Butyl N-[3-(ethylsulfonyl)-2-pyridyl]carbamate